1-(1,3-dihydro-2H-isoindol-2-yl)-2-(thiophen-2-ylsulfonyl)ethanone C1N(CC2=CC=CC=C12)C(CS(=O)(=O)C=1SC=CC1)=O